C(#N)CC1(CCN(CC1)CC1=CC=C(C=C1)I)N1N=C(C(=C1)C(=O)N)NC(=O)C1CC1 1-[4-(cyanomethyl)-1-[(4-iodophenyl)methyl]-4-piperidyl]-3-(cyclopropanecarbonylamino)pyrazole-4-carboxamide